C(CCC)C12C(=C(C(CC1)(C(C2)OC)CCCC)C(=O)O)C(=O)O di-n-butyl-7-methoxy-bicyclo[2.2.2]oct-2-ene-2,3-dicarboxylic acid